Benzyl 4-(4-cyano-2-methoxyphenyl)-5-((1-cyanocyclopropyl) methoxy)-2,8-dimethyl-1,4-dihydro-1,6-naphthyridine-3-carboxylate C(#N)C1=CC(=C(C=C1)C1C(=C(NC2=C(C=NC(=C12)OCC1(CC1)C#N)C)C)C(=O)OCC1=CC=CC=C1)OC